C(C(=O)N1C=NC=C1)(=O)N1C=NC=C1 1,1'-Oxalyldiimidazole